CC=1SC=2N3C(=NN=C3[C@@H](N=C(C2C1C)C1=CC=C(C=C1)O)CC=1OC=CN1)C 4-[(9S)-4,5,13-trimethyl-9-(oxazol-2-ylmethyl)-3-thia-1,8,11,12-tetraza-tricyclo[8.3.0.02,6]trideca-2(6),4,7,10,12-pentaen-7-yl]phenol